O[C@@H](CC)C[C@@H](CC=C)[C@H](C)S(N)(=O)=O (3S,5R)-3-hydroxy-5-((1S)-1-sulfamoylethyl)-7-octen